6-[5,6-difluoro-4-[2-methoxyethyl-(methyl)amino]-8-(methylamino)-9H-pyrido[2,3-b]indol-3-yl]-1-methyl-4-oxo-1,8-naphthyridine-3-carboxylic acid FC1=C2C3=C(NC2=C(C=C1F)NC)N=CC(=C3N(C)CCOC)C=3C=C1C(C(=CN(C1=NC3)C)C(=O)O)=O